1-(2-oxo-2-(4-(5-(trifluoromethyl)-1,2,4-oxadiazol-3-yl)phenyl)ethyl)pyrrolidin-2-one O=C(CN1C(CCC1)=O)C1=CC=C(C=C1)C1=NOC(=N1)C(F)(F)F